((4-fluorophenyl)sulfonyl)-4-phenyl-5,6-dihydropyridazine-1(4H)-carboximidamide FC1=CC=C(C=C1)S(=O)(=O)C1=NN(CCC1C1=CC=CC=C1)C(N)=N